ClCC1=NC2=C(N1C[C@H]1OCC1)C=C(C=C2)C(=O)OC methyl 2-(1-chloromethyl)-1-(((S)-oxetan-2-yl) methyl)-1H-benzo[d]imidazole-6-carboxylate